o-nitrophenylboronic acid pinacol ester [N+](=O)([O-])C1=C(C=CC=C1)B1OC(C)(C)C(C)(C)O1